FC(C(C(F)(F)F)OC(C)(C)C)(F)F 1,1,1,3,3,3-hexafluoro-2-tert-butoxypropane